(R)-2-VINYLPENT-4-ENOIC ACID C(=C)[C@H](C(=O)O)CC=C